tert-butyl (4aS,9bS)-9-fluoro-7-(trifluoromethyl)-3,4,4a,9b-tetrahydrobenzofuro[3,2-b]pyridine-1(2H)-carboxylate FC1=CC(=CC2=C1[C@@H]1N(CCC[C@@H]1O2)C(=O)OC(C)(C)C)C(F)(F)F